C1C(CC)O1 1,2-butylen oxide